ClC=1C(=C2C(=C(N=C(C2=CN1)N1CC2CCC(C1)N2C(=O)OC(C)(C)C)C2(COC2)O)C)F tert-butyl 3-[6-chloro-5-fluoro-3-(3-hydroxyoxetan-3-yl)-4-methyl-2,7-naphthyridin-1-yl]-3,8-diazabicyclo[3.2.1]octane-8-carboxylate